prolinic acid N1[C@@H](CCC1)C(=O)O